aluminum oxalate C(C(=O)[O-])(=O)[O-].[Al+3].C(C(=O)[O-])(=O)[O-].C(C(=O)[O-])(=O)[O-].[Al+3]